N-[2-(5-Butyl-1H-indol-3-yl)ethyl]acetamide C(CCC)C=1C=C2C(=CNC2=CC1)CCNC(C)=O